Propansultone C1CCOS1(=O)=O